S1C(=NC2=C1C=CC=C2)NC(=O)N2CCC(CC2)N2CC(C2)(N2N=CC(=C2)C=2C1=C(N=CN2)NC=C1)CC#N N-1,3-benzothiazol-2-yl-4-{3-(cyanomethyl)-3-[4-(7H-pyrrolo[2,3-d]pyrimidin-4-yl)-1H-pyrazol-1-yl]azetidin-1-yl}piperidine-1-carboxamide